2,4,6-tris-(2-hydroxy-4-octyloxyphenyl)-1,3,5-triazine OC1=C(C=CC(=C1)OCCCCCCCC)C1=NC(=NC(=N1)C1=C(C=C(C=C1)OCCCCCCCC)O)C1=C(C=C(C=C1)OCCCCCCCC)O